3,3-difluoro-N-(3-((2-((3-methyl-1-(1-methylpiperidin-4-yl)-1H-pyrazol-4-yl)amino)-5-(trifluoromethyl)pyrimidin-4-yl)amino)propyl)cyclobutane-1-carboxamide FC1(CC(C1)C(=O)NCCCNC1=NC(=NC=C1C(F)(F)F)NC=1C(=NN(C1)C1CCN(CC1)C)C)F